C=1(C(=CC=CC1)OC(C(C)O)O)C ortho-toluoxy-1,2-propanediol